(S)-6-(((2-fluoropyridin-3-yl)oxy)methyl)-5-azaspiro[2.4]heptane FC1=NC=CC=C1OC[C@H]1NCC2(CC2)C1